ClC1=C(C=C(C=C1)C1=CC=CN2C1=NS(CC2)(=O)=O)F 9-(4-chloro-3-fluorophenyl)-3,4-dihydropyrido[2,1-c][1,2,4]thiadiazine 2,2-dioxide